(E)-Ethyl 6-(2-(1,8-naphthyridin-2-yl)vinyl)spiro[3.3]heptane-2-carboxylate N1=C(C=CC2=CC=CN=C12)/C=C/C1CC2(CC(C2)C(=O)OCC)C1